C(#N)C1CC(C1)NC(OC(C)(C)C)=O (E)-tert-butyl (3-cyanocyclobutyl)carbamate